(2-methyl-1H-indol-6-yl)methanol CC=1NC2=CC(=CC=C2C1)CO